C(C)(C)(C)C=1C=C(C=C(C1O)C(C)(C)C)CCC(=O)OCCOCCOCCOC(CCC1=CC(=C(C(=C1)C(C)(C)C)O)C(C)(C)C)=O Triethylene glycol-bis[3-(3,5-di-tert-butyl-4-hydroxyphenyl) propionate]